dichloro[2,6-bis[4-(R)-tert-butyl-2-oxazolyl]-4-methoxypyridine] cobalt [Co].ClC=1C(=C(C(=NC1C=1OC=C(N1)C(C)(C)C)C=1OC=C(N1)C(C)(C)C)Cl)OC